3-((2-(5-methoxy-1H-indol-3-yl)-2-oxoethyl)amino)-1-phenyl-2-oxopyrrolidine COC=1C=C2C(=CNC2=CC1)C(CNC1C(N(CC1)C1=CC=CC=C1)=O)=O